FC1=C(NC=2C=NC=C3C=CN(C(C23)=O)O)C=CC(=C1)I 8-(2-fluoro-4-iodoanilino)-2-hydroxy-2,6-naphthyridin-1(2H)-one